(R)-2,6-di-tert-butyl-4-((4-ethylphenyl)(hydroxy)methyl)phenol C(C)(C)(C)C1=C(C(=CC(=C1)[C@H](O)C1=CC=C(C=C1)CC)C(C)(C)C)O